C(C1=CC=CC=C1)OC=1C=CC=2N(C1)N=C(N2)N 6-(benzyloxy)-[1,2,4]triazolo[1,5-a]pyridin-2-amine